1-bromo-6-chloro-5-fluoro-3-methyl-imidazo[1,5-a]pyrazine BrC=1N=C(N2C1C=NC(=C2F)Cl)C